C(CC(O)(C(=O)OC(CC)CC(C)C)CC(=O)OC(CC)CC(C)C)(=O)OC(CC)CC(C)C tri(5-methyl-3-hexyl) citrate